N1(CC1)C(CNS(=O)(=O)C=1C=C(C(=O)N(CCC)CCC)C=CC1C)=O 3-(N-(2-(aziridine-1-yl)-2-oxoethyl)sulfamoyl)-4-methyl-N,N-dipropylbenzamide